3-(2-methylphenyl)-2,4-dioxo-1,2,3,4-tetrahydropyrimidine-5-carboxylic acid CC1=C(C=CC=C1)N1C(NC=C(C1=O)C(=O)O)=O